1-{3-[(1R)-1-{[6-(dimethylphosphoryl)-2,7-dimethylpyrido[2,3-d]pyrimidin-4-yl]amino}ethyl]-2-fluorophenyl}-1,1-difluoro-2-methylpropan-2-ol CP(=O)(C)C1=CC2=C(N=C(N=C2N[C@H](C)C=2C(=C(C=CC2)C(C(C)(O)C)(F)F)F)C)N=C1C